FC(C1=NN(C=C1C1=NN2C(N=CC=C2)=C1C(=O)N)C1CCC(CC1)CO)F (3-(difluoromethyl)-1-((1R,4R)-4-(hydroxymethyl)cyclohexyl)-1H-pyrazol-4-yl)pyrazolo[1,5-a]pyrimidine-3-carboxamide